C1(=CC=C(C=C1)C=1SC=CN1)C=1CCC(CC1)C1=CC=CC=C1 2-(2',3',4',5'-tetrahydro-[1,1':4',1''-terphenyl]-4-yl)thiazole